4-(1-Aminocyclopropyl)-benzoic acid methyl ester COC(C1=CC=C(C=C1)C1(CC1)N)=O